2-(3,3-dimethylazetidin-1-yl)acetonitrile CC1(CN(C1)CC#N)C